N-(3-(tert-butyl)isoxazol-5-yl)indoline-6-carboxamide C(C)(C)(C)C1=NOC(=C1)NC(=O)C1=CC=C2CCNC2=C1